O=C(CCCC(=O)ON1C(CCC1=O)=O)ON1C(CCC1=O)=O 1,1'-[(1,5-Dioxopentan-1,5-diyl)bis(oxy)]dipyrrolidin-2,5-dion